C(#N)[C@@H](C[C@@H]1C(NCCC1)=O)NC(=O)[C@H]1N(C[C@H]2[C@@H]1CC(C2)(F)F)C(=O)C=2NC1=C(C(=CC(=C1C2)F)C)Cl (1S,3aR,6aS)-N-((R)-1-cyano-2-((R)-2-oxopiperidin-3-yl)ethyl)-2-(4-fluoro-6-methyl-7-chloro-1H-indole-2-carbonyl)-5,5-difluorooctahydrocyclopenta[c]pyrrole-1-carboxamide